2-chloro-N-(5-chloro-2-(prop-1-en-2-yl)pyridin-4-yl)acetamide ClCC(=O)NC1=CC(=NC=C1Cl)C(=C)C